(S)-1-(6,6-dimethylpiperidin-3-yl)guanidine CC1(CC[C@@H](CN1)NC(=N)N)C